[Cl-].C(=O)(O)C1C(CCC2=CC=C(C=C12)OC1=C(C=CC=C1)C1=C(C(=CC=C1)C)Cl)[NH3+] carboxy-7-((2'-Chloro-3'-methyl-[1,1'-biphenyl]-2-yl)oxy)-1,2,3,4-tetrahydronaphthalene-2-aminium chloride